ClC=1C=C(CCN2C(C[C@@H](C2)COC2=CC=C(C=C2)S(=O)(=O)C)(C)C)C=CC1 (S)-1-(3-chlorophenethyl)-2,2-dimethyl-4-((4-(methylsulfonyl)phenoxy)methyl)pyrrolidine